C(N)(=O)C1=CC(=C(C=C1)C1=NN2C(N=CC=C2)=C1C(=O)N[C@@H]1C(NC2=C(C(=N1)C1=CC=CC=C1)C=CC=C2F)=O)F 2-(4-Carbamoyl-2-fluorophenyl)-N-[(3S)-9-fluoro-2-oxo-5-phenyl-1,3-dihydro-1,4-benzodiazepin-3-yl]pyrazolo[1,5-a]pyrimidine-3-carboxamide